FC=1C=C(CO[C@@H]2C[C@H](C2)C(=O)NCC2=C(C(=C(C=C2)C(F)(F)F)C=2NC(C=C(N2)C)=O)F)C=CC1F trans-3-[(3,4-difluorobenzyl)oxy]-N-[2-fluoro-3-(4-methyl-6-oxo-1,6-dihydropyrimidin-2-yl)-4-(trifluoromethyl)benzyl]cyclobutane-1-carboxamide